O1-tert-butyl O3-methyl 3-(5-methoxy-5-oxo-pentyl)pyrrolidine-1,3-dicarboxylate COC(CCCCC1(CN(CC1)C(=O)OC(C)(C)C)C(=O)OC)=O